1-(3-fluorobicyclo[1.1.1]pentan-1-yl)-4-iodo-1H-pyrazole FC12CC(C1)(C2)N2N=CC(=C2)I